2-methyl-4-(7-Methoxy-1-methyl-β-carbolin-9-yl)butyric acid benzyl ester C(C1=CC=CC=C1)OC(C(CCN1C2=CC(=CC=C2C=2C=CN=C(C12)C)OC)C)=O